CC1(C(C2=CC=C(C=C2CC1)C1=CC=C(C=C1)C(F)(F)F)NC(O[C@@H]1CN2CCC1CC2)=O)C (S)-quinuclidin-3-yl (2,2-dimethyl-6-(4-(trifluoromethyl)phenyl)-1,2,3,4-tetrahydronaphthalen-1-yl)carbamate